ClC1=CC(=C(C=C1)C1(OC2=C(O1)C=CC=C2NC(OC(C)(C)C)=O)C)F tert-butyl (2-(4-chloro-2-fluorophenyl)-2-methylbenzo[d][1,3]dioxol-4-yl)carbamate